methyl 2-(4-(benzyloxy)phenyl)-2-methylpropanoate C(C1=CC=CC=C1)OC1=CC=C(C=C1)C(C(=O)OC)(C)C